C(C=C)N1N(C2=NC(=NC=C2C1=O)NC=1C=C2C=NN(C2=CC1)C)C1=NC(=NC=C1)OC1CCNCC1 2-allyl-6-(1-methyl-1H-indazol-5-ylamino)-1-[2-(4-piperidyloxy)-4-pyrimidinyl]-1,2-dihydro-3H-1,2,5,7-tetraazainden-3-one